[Na].CC=1C=C(C=CC1/N=N/C1=C(C2=CC=CC=C2C(=C1)N)S(=O)(=O)O)C1=CC(=C(C=C1)/N=N/C1=C(C2=CC=CC=C2C(=C1)N)S(=O)(=O)O)C 3'-((1e,1'e)-(3,3'-dimethyl-[1,1'-biphenyl]-4,4'-diyl)bis(diazene-2,1-diyl))bis(4-aminonaphthalene-1-sulfonic acid) sodium